CC[C@@H](C)CCCCC(=O)N[C@@H](CCN)C(=O)N[C@@H]([C@@H](C)O)C(=O)N[C@@H](CCN)C(=O)N[C@H]1CCNC(=O)[C@@H](NC(=O)[C@@H](NC(=O)[C@@H](NC(=O)[C@@H](NC(=O)[C@H](NC(=O)[C@@H](NC1=O)CCN)CC(C)C)CC(C)C)CCN)CCN)[C@@H](C)O The molecule is a polymyxin having a (6R)-6-methyloctanoyl group at the amino terminus. It is a polymyxin and a peptide antibiotic.